C1(CCCCC1)NC=1N=C(N=NC1C(=O)N)NC1=C(C=C2CCN(CC2=C1)C)F Cyclohexylamino-3-((6-fluoro-2-methyl-1,2,3,4-tetrahydroisoquinolin-7-yl)amino)-1,2,4-triazine-6-carboxamide